C(CCCC)(=O)OC(C)C Isopropyl pentanoate